C1(CC1)OC=1C=C(C=CC1OC)C=1C=C(C=NC1)C1CB(OC1)O 4-(5-(3-cyclopropoxy-4-methoxyphenyl)pyridin-3-yl)-1,2-oxaborolan-2-ol